5-Carbamoyl-2-[2-(4,4-difluoroazepan-1-yl)-3-quinolinyl]-4-oxo-1H-1,6-naphthyridine-3-carboxylic acid methyl ester COC(=O)C1=C(NC2=CC=NC(=C2C1=O)C(N)=O)C=1C(=NC2=CC=CC=C2C1)N1CCC(CCC1)(F)F